1-((((Tert-butoxycarbonyl)glycyl)oxy)methyl)-5-(4-(hexyloxy)-1,2,5-thiadiazol-3-yl)-1-methyl-1,2,3,6-tetrahydropyridin-1-ium iodide [I-].C(C)(C)(C)OC(=O)NCC(=O)OC[N+]1(CCC=C(C1)C1=NSN=C1OCCCCCC)C